C1=CC=CC=2PC3=C(C21)C=CC=C3 dibenzophospholan